tert-butyl (tert-butoxycarbonyl)(5-(4-(isopropylsulfonyl) phenyl)-3-(3-(4-((phenoxycarbonyl)amino)phenyl)isoxazol-5-yl)pyrazin-2-yl)carbamate C(C)(C)(C)OC(=O)N(C(OC(C)(C)C)=O)C1=NC=C(N=C1C1=CC(=NO1)C1=CC=C(C=C1)NC(=O)OC1=CC=CC=C1)C1=CC=C(C=C1)S(=O)(=O)C(C)C